(2R,3S,4R,5R)-3-(3,4-difluoro-2-hydroxy-phenyl)-4,5-dimethyl-5-(trifluoromethyl)tetrahydrofuran FC=1C(=C(C=CC1F)[C@H]1CO[C@]([C@@H]1C)(C(F)(F)F)C)O